2-(5-chloro-2-cyanophenyl)acetamide ClC=1C=CC(=C(C1)CC(=O)N)C#N